The molecule is a pentamethoxyflavone flavone with methoxy groups at positions 4', 5, 6 , 7 and 8. It has a role as an antineoplastic agent and a plant metabolite. COC1=CC=C(C=C1)C2=CC(=O)C3=C(O2)C(=C(C(=C3OC)OC)OC)OC